tert-butyl N-[(trans)-4-[[6-bromo-3-[N'-(2-chloro-5-fluoro-phenyl)carbamimidoyl]pyrrolo[1,2-b]pyridazin-4-yl]amino]cyclohexyl]carbamate BrC=1C=C2N(N=CC(=C2N[C@@H]2CC[C@H](CC2)NC(OC(C)(C)C)=O)C(N)=NC2=C(C=CC(=C2)F)Cl)C1